CC1(CCN(CC1)CCOCC1=CC=C(C=N1)C1=CC=2C3=C(N=NC2C=C1F)N(C(N3C(C)C)=O)C)C 8-(6-((2-(4,4-dimethylpiperidin-1-yl)ethoxy)methyl)pyridin-3-yl)-7-fluoro-1-isopropyl-3-methyl-1H-imidazo[4,5-c]cinnolin-2(3H)-one